N-(3-(trifluoromethyl)phenyl)-4-morpholinyl-6-(3-pyridyloxy)-[1,3,5]triazin-2-amine FC(C=1C=C(C=CC1)NC1=NC(=NC(=N1)N1CCOCC1)OC=1C=NC=CC1)(F)F